mono-{2-[4-(5,7-dimethoxy-4-oxo-3,4-dihydro-quinazolin-2-yl)-2,6-dimethyl-phenoxy]-ethyl} succinate C(CCC(=O)[O-])(=O)OCCOC1=C(C=C(C=C1C)C1=NC2=CC(=CC(=C2C(N1)=O)OC)OC)C